C(C1=CC=CC=C1)N1C(CCC(C1)COC1=CC=CC=C1)=O 1-benzyl-5-(phenoxymethyl)piperidin-2-one